3-chloro-N-((4-(4,4-difluoropiperidin-3-yl)pyridin-2-yl)methyl)-2,2-difluoropropan-1-amine dihydrochloride Cl.Cl.ClCC(CNCC1=NC=CC(=C1)C1CNCCC1(F)F)(F)F